tert-butyl N-(2'-cyclohexanesulfonamidoethyl)carbamate C1(CCCCC1)S(=O)(=O)NCCNC(OC(C)(C)C)=O